5-(4-((1-(5-chloro-4-((3-methoxy-1-methyl-2-oxo-1,2-dihydroquinolin-6-yl)amino)pyrimidin-2-yl)piperidin-4-yl)methyl)piperazin-1-yl)-2-(2,6-dioxopiperidin-3-yl)isoindoline-1,3-dione ClC=1C(=NC(=NC1)N1CCC(CC1)CN1CCN(CC1)C=1C=C2C(N(C(C2=CC1)=O)C1C(NC(CC1)=O)=O)=O)NC=1C=C2C=C(C(N(C2=CC1)C)=O)OC